(±)-4-(4-((2,2-difluorocyclopropyl)methyl)-1-((5-methoxy-7-methyl-1H-indol-4-yl)methyl)piperazin-2-yl)benzoic acid FC1(C(C1)CN1CC(N(CC1)CC1=C2C=CNC2=C(C=C1OC)C)C1=CC=C(C(=O)O)C=C1)F